FC(C1=CC=CC(=N1)NC(=O)C=1C(=CC=2N(C1)C=C(N2)C2CCN(CC2)C(CN2CCC(CC2)C=2C=NC(=NC2)NC2C(NC(CC2)=O)=O)=O)OC(C)C)F N-[6-(difluoromethyl)-2-pyridyl]-2-[1-[2-[4-[2-[(2,6-dioxo-3-piperidyl)amino]pyrimidin-5-yl]-1-piperidyl]acetyl]-4-piperidyl]-7-isopropoxy-imidazo[1,2-a]pyridine-6-carboxamide